C1(CC1)N1N=C(C=CC1=O)C(=O)NC=1N=NC(=CC1)CC1=CC(=CC=C1)F 1-cyclopropyl-N-{6-[(3-fluorophenyl)methyl]pyridazin-3-yl}-6-oxo-1,6-dihydropyridazine-3-carboxamide